C[C@H]1CC2(CN(C2)C(=O)OC(C)(C)C)CC[C@H]1OC1CCNCC1 tert-butyl (6S,7R)-6-methyl-7-(4-piperidyloxy)-2-azaspiro[3.5]nonane-2-carboxylate